(E)-3-(3-(3,5-bis-(trifluoromethyl)-phenyl)-1H-1,2,4-triazol-1-yl)-2-(5-cyanopyridin-3-yl)acrylamide FC(C=1C=C(C=C(C1)C(F)(F)F)C1=NN(C=N1)/C=C(/C(=O)N)\C=1C=NC=C(C1)C#N)(F)F